rac-N-((4R,5R)-3-((4-(dimethylamino)but-2-ynamido)methyl)-7-ethyl-4-(4-fluorophenyl)-6-oxo-1-phenyl-4,5,6,7-tetrahydro-1H-pyrazolo[3,4-b]pyridine-5-yl)-3-(trifluoromethyl)benzamide CN(CC#CC(=O)NCC1=NN(C=2N(C([C@@H]([C@@H](C21)C2=CC=C(C=C2)F)NC(C2=CC(=CC=C2)C(F)(F)F)=O)=O)CC)C2=CC=CC=C2)C |r|